N-[1-[5-(5-fluoro-3-pyridinyl)-1,3,4-oxadiazol-2-yl]-3-bicyclo[1.1.1]pentanyl]-2-[3-cis-(trifluoromethoxy)cyclobutoxy]acetamide FC=1C=C(C=NC1)C1=NN=C(O1)C12CC(C1)(C2)NC(COC2(CCC2)OC(F)(F)F)=O